FC(OC=1C=C(C=CC1)C1=NN(C=C1)C1=CC(=C2C(=N1)C=C(S2)CN2CCOCC2)N2CCOCC2)F 4-(5-(3-(3-(Difluoromethoxy)phenyl)-1H-pyrazol-1-yl)-2-(morpholinomethyl)thieno[3,2-b]pyridin-7-yl)morpholine